methyl 2-[[(3-hydroxy-1-methoxy-1-oxopropan-2-yl)carbamoyl]amino]benzoate OCC(C(=O)OC)NC(=O)NC1=C(C(=O)OC)C=CC=C1